IC1=C(C=CC=C1)N1CCN(CC1)C 1-(2-iodophenyl)-4-methylpiperazine